FC1=C(C=CC(=C1F)OC1=CC=NC2=CC(=C(C=C12)OC)OCCNC)NC(=O)C=1C=NC=CC1OC N-[2,3-difluoro-4-({6-methoxy-7-[2-(methylamino)ethoxy]quinolin-4-yl}oxy)phenyl]-4-methoxypyridine-3-carboxamide